C1(=CC=C(C=C1)C(=O)C1=C(C=CC=C1)N(C(CBr)=O)C)C1=CC=CC=C1 N-(2-([1,1'-biphenyl]-4-carbonyl)phenyl)-2-bromo-N-methylacetamide